4-(6-chloroimidazo[1,2-b]pyridazin-3-yl)benzaldehyde ClC=1C=CC=2N(N1)C(=CN2)C2=CC=C(C=O)C=C2